1-(6-chloro-5-(methylsulfonyl)pyridin-2-yl)ethanone O-ethyloxime C(C)ON=C(C)C1=NC(=C(C=C1)S(=O)(=O)C)Cl